C1(=C(C=CC2=CC=CC=C12)OC1=C(C=C(C=C1)CO)C1=CC2=CC=CC=C2C=C1)C1=C(C=CC2=CC=CC=C12)OC1=C(C=C(C=C1)CO)C1=CC2=CC=CC=C2C=C1 ([1,1'-binaphthalene]-2,2'-diylbis{oxy[3-(naphthalen-2-yl)-4,1-phenylene]})dimethanol